2-{1-[7-(1-isopropyl-3-trifluoromethyl-1H-indazol-5-yl-methoxy)-2H-chromene-3-ylmethyl]-piperidine-4-yl}acetic acid C(C)(C)N1N=C(C2=CC(=CC=C12)COC1=CC=C2C=C(COC2=C1)CN1CCC(CC1)CC(=O)O)C(F)(F)F